CC/C=C\\C[C@@H](/C=C/C=C\\CCCCCCCC(=O)O)O The molecule is the (13S)-stereoisomer of HOTrE. It has a role as a mouse metabolite. It is a conjugate acid of a 13(S)-HOTrE(1-).